[Ni+2].[Cl-].[Cl-].C1(=CC=CC=C1)P(C1=CC=CC=C1)[C-]1C=CC=C1.[C-]1(C=CC=C1)P(C1=CC=CC=C1)C1=CC=CC=C1.[Fe+2] bis-diphenylphosphinoferrocene dichloride nickel